methyl 5-chloro-2-[[6-chloro-3-(1,4-dioxaspiro[4.5]decan-8-yl)-4-quinolyl]amino]benzoate ClC=1C=CC(=C(C(=O)OC)C1)NC1=C(C=NC2=CC=C(C=C12)Cl)C1CCC2(OCCO2)CC1